The molecule is a 3-hydroxy steroid that is obtained by formal dehydration at the 17-position of estradiol. It derives from a hydride of an androstane. C[C@]12CC[C@H]3[C@H]([C@@H]1CC=C2)CCC4=C3C=CC(=C4)O